ClC=1C=C2C(C(=CN(C2=NC1N1CC2=NC=CC=C2C1)CC1(CCC1)C)C(=O)O)=O 6-chloro-7-(5,7-dihydro-6H-pyrrolo[3,4-b]pyridin-6-yl)-1-((1-methyl-cyclobutyl)meth-yl)-4-oxo-1,4-dihydro-1,8-naphthyridine-3-carboxylic acid